COCOC1=C(C=C(C=C1)C(F)(F)F)P(Cl)C1=C(C=CC=C1OC(C)C)OC(C)C (2-methoxymethoxy-5-trifluoromethylphenyl)-(2,6-diisopropoxyphenyl)chlorophosphine